O1CC(C1)N1[C@H]2[C@@](CCC1)(CCC2)COC=2N=C(C1=C(N2)C(=C(N=C1OC)C1=CC(=CC2=CC=C(C(=C12)C#C)F)O)F)N1CCOCCC1 4-(2-{[(4aS,7aR)-1-(oxetan-3-yl)-octahydro-1H-cyclopenta[b]pyridin-4a-yl]methoxy}-8-fluoro-5-methoxy-4-(1,4-oxazepan-4-yl)pyrido[4,3-d]pyrimidin-7-yl)-5-ethynyl-6-fluoronaphthalen-2-ol